2-(((1R)-1-(2-cyano-3-(1-isopropyl-7,7-dioxido-7-thia-2-azaspiro[3.5]nonan-2-yl)-7-methylquinoxalin-5-yl)ethyl)amino)benzoic acid C(#N)C1=NC2=CC(=CC(=C2N=C1N1C(C2(C1)CCS(CC2)(=O)=O)C(C)C)[C@@H](C)NC2=C(C(=O)O)C=CC=C2)C